9,1-Dodecadienal C(=CCCCCCCC=CCC)=O